NC1CC(CN(C1)C1=C(C=CC=2N(C(=NC21)C)C)NC(=O)C2=NN(C(C=C2)=O)C2=C(C=CC=C2F)F)(F)F N-(4-(5-amino-3,3-difluoropiperidin-1-yl)-1,2-dimethyl-1H-benzo[d]imidazol-5-yl)-1-(2,6-difluorophenyl)-6-oxo-1,6-dihydropyridazine-3-carboxamide